(1R,3R)-3-[(tert-Butyldimethylsilyl)oxy]-1-[(2-methylpropan-2-sulfinyl)amino]-8-azaspiro[4.5]decane-8-carboxylic acid tert-butyl ester C(C)(C)(C)OC(=O)N1CCC2(C[C@H](C[C@H]2NS(=O)C(C)(C)C)O[Si](C)(C)C(C)(C)C)CC1